5-(4-(trifluoromethyl)phenoxy)-1H-indole-2-carboxylic acid FC(C1=CC=C(OC=2C=C3C=C(NC3=CC2)C(=O)O)C=C1)(F)F